(S)-2-((R)-3-methylmorpholin-4-yl)-6-(2,2,2-trifluoroethyl)-6,7-dihydro-5H-pyrazolo[1,5-a]pyrazin-4-one C[C@H]1N(CCOC1)C1=NN2C(C(N[C@H](C2)CC(F)(F)F)=O)=C1